C1=CC=C2C(=C1)C(=CN2)/C=C(/C(=O)O)\\N The molecule is a dehydroamino acid that is the 2,3-didehydro derivative of tryptophan. It is a conjugate acid of an alpha,beta-didehydrotryptophanate(1-). It is a tautomer of a 2-iminio-3-(indol-3-yl)propanoate, an alpha,beta-didehydrotryptophan zwitterion and a 2-imino-3-(indol-3-yl)propanoic acid.